Cl.O1C=CC=2C1=CC=CC2C#N benzofuran-4-Nitrile hydrochloride